1-methoxy-4-(4,4,5,5-tetramethyl-1,3,2-dioxaborolan-2-yl)cyclohex-3-enecarboxylic acid methyl ester COC(=O)C1(CC=C(CC1)B1OC(C(O1)(C)C)(C)C)OC